tert-butyl 2,2-difluoro-6-{2-[(2-methanesulfonylethyl)amino]-4-(methoxycarbonyl)phenyl}-7-azaspiro[3.5]non-5-ene-7-carboxylate FC1(CC2(C1)C=C(N(CC2)C(=O)OC(C)(C)C)C2=C(C=C(C=C2)C(=O)OC)NCCS(=O)(=O)C)F